hexamethylene-bis(3,5-di-tert-butyl-4'-hydroxy-hydrocinnamamide) C(C)(C)(C)C=1C=C(CC(C(=O)N)CCCCCCC(C(=O)N)CC2=CC(=C(C(=C2)C(C)(C)C)O)C(C)(C)C)C=C(C1O)C(C)(C)C